methyl 2-[1-[2-[8-[(1-methylindazol-5-yl)amino]-1-oxo-2-isoquinolyl]acetyl] pyrrolidin-2-yl]acetate CN1N=CC2=CC(=CC=C12)NC=1C=CC=C2C=CN(C(C12)=O)CC(=O)N1C(CCC1)CC(=O)OC